(3aR,6aS)-tetrahydrofurano[3,4-d][1,3,2]dioxathiolane 2,2-dioxide O1S(O[C@H]2[C@@H]1COC2)(=O)=O